tert-butyl 4-[4-fluoro-5-[(4-fluoro-2-methyl-1,3-benzothiazol-6-yl)carbamoyl]thiophen-2-yl]-2-methylpiperazine-1-carboxylate FC=1C=C(SC1C(NC1=CC2=C(N=C(S2)C)C(=C1)F)=O)N1CC(N(CC1)C(=O)OC(C)(C)C)C